FC=1C=CC(=C2C=NNC12)B1OC(C(O1)(C)C)(C)C 7-fluoro-4-(4,4,5,5-tetramethyl-1,3,2-dioxaborolan-2-yl)-1H-indazole